C(COCCCOCC)(N)N 3,7-dioxanonanediamine